N'-(3-methyl-2-hydroxybenzylidene)-2-(3-cyano-5-fluorophenoxy)butanoyl-hydrazine CC=1C(=C(C=NNC(C(CC)OC2=CC(=CC(=C2)F)C#N)=O)C=CC1)O